N1C=C(C2=CC=CC=C12)CCNC1=NC(=NC2=C1OC[C@H](N2)COC)C2=CN=C(S2)C (7R)-N-[2-(1H-indol-3-yl)ethyl]-7-(methoxymethyl)-2-(2-methylthiazol-5-yl)-7,8-dihydro-6H-pyrimido[5,4-b][1,4]oxazin-4-amine